C(C)(=O)N1CCN(CC1)C1=CC=C(C=C1)C=1C=NC=2C=CN3C(C2C1)=NC(=C3C(=O)N)C3=C(C=CC=C3Cl)Cl 9-(4-(4-Acetylpiperazin-1-yl)phenyl)-2-(2,6-dichlorophenyl)imidazo[2,1-f][1,6]naphthyridine-3-carboxamide